N1=C(C=CC=C1)C1=CC=C(C2=CC=CC=C12)OB(O)O (4-(pyridin-2-yl)naphthalen-1-yl)boric acid